racemic-1-(5-(4-amino-6-(trifluoromethyl)nicotinoyl)-2-(2-hydroxy-4-((trifluoromethyl)thio)phenyl)-2,3,4,5,5a,6,8,9-octahydro-7H-1,2,5,7-tetraazabenzo[cd]azulen-7-yl)prop-2-en-1-one NC1=CC(=NC=C1C(=O)N1CCC=2N(N=C3CCN(C[C@H]1C23)C(C=C)=O)C2=C(C=C(C=C2)SC(F)(F)F)O)C(F)(F)F |r|